ethyl 4-[[4-[(8-bromoquinazolin-2-yl)amino]-2-methylphenyl]carbamoyl]benzoate BrC=1C=CC=C2C=NC(=NC12)NC1=CC(=C(C=C1)NC(=O)C1=CC=C(C(=O)OCC)C=C1)C